Br.N1(CCN(CCN(CCNCC1)CC(=O)OC(C)(C)C)CC(=O)OC(C)(C)C)CC(=O)OC(C)(C)C tri-tert-butyl 1,4,7,10-tetraazacyclododecane-1,4,7-triacetate hydrobromide